N-(2-oxo-2-((2'-oxo-1,1',2',3-tetrahydrospiro[indene-2,3'-pyrrolo[2,3-b]pyridin]-5-yl)amino)ethyl)-1-(pyrimidin-4-yl)piperidine-4-carboxamide O=C(CNC(=O)C1CCN(CC1)C1=NC=NC=C1)NC=1C=C2CC3(C(NC4=NC=CC=C43)=O)CC2=CC1